CC1OC2=C(C(=NC(=C2)SC)C2=CNC3=CN=C(C=C32)NC(C)=O)OC1C N-(3-(2,3-dimethyl-7-(methylthio)-2,3-dihydro-[1,4]dioxino[2,3-c]pyridin-5-yl)-1H-pyrrolo[2,3-c]pyridin-5-yl)acetamide